N=1C=C(N2C1C=CC=C2)C(=O)N2C(C1=C(CC2)C(=CS1)C(=O)NC1=CC(=CC=C1)C(F)(F)F)(C)C 6-(imidazo[1,2-a]pyridine-3-carbonyl)-7,7-dimethyl-N-(3-(trifluoromethyl)-phenyl)-4,5,6,7-tetrahydro-thieno[2,3-c]pyridine-3-carboxamide